7,8-dihydro-8-oxoguanine C12=C(NC(=O)N1)N=C(NC2=O)N